3,6-DIMETHOXYLPYRIDAZINE-4-BORONIC ACID O(C)C=1N=NC(=CC1B(O)O)OC